FC=1C=CC(=NC1)C1(CCOC2(CCCC2)C1)CCNCC=1SC=CC1OC(F)F {2-[9-(5-Fluoro-pyridin-2-yl)-6-oxa-spiro[4.5]dec-9-yl]-ethyl}-((3-difluoromethoxythiophen-2-yl)-methyl)-amine